rac-4-{4-[(6-Cyclopropyl-imidazo[1,5-a]pyrazin-5-yl)-hydroxy-methyl]-[1,2,3]triazol-1-yl}-phenol C1(CC1)C=1N=CC=2N(C1[C@H](C=1N=NN(C1)C1=CC=C(C=C1)O)O)C=NC2 |r|